2-[4-(4-Carboxy-phenyl)-6-(4-methyl-[1,4]diazepan-1-yl)-pyrimidin-2-ylamino]-4-methylthiazole-5-carboxylic acid ethyl ester C(C)OC(=O)C1=C(N=C(S1)NC1=NC(=CC(=N1)C1=CC=C(C=C1)C(=O)O)N1CCN(CCC1)C)C